C(C)OC(=O)C=1N=NN(C1)C(C)C=1C=NC(=CC1)N1CCC1 Ethyl-1-(1-(6-(azetidin-1-yl)pyridin-3-yl)ethyl)-1H-1,2,3-triazole-4-carboxylate